pentaerythritol tetra(bis-tert-butyl hydroxy hydrocinnamate) C(C)(C)(C)C(C(C(=O)OCC(COC(C(C(C1=CC=CC=C1)C(C)(C)C)(O)C(C)(C)C)=O)(COC(C(C(C1=CC=CC=C1)C(C)(C)C)(O)C(C)(C)C)=O)COC(C(C(C1=CC=CC=C1)C(C)(C)C)(O)C(C)(C)C)=O)(O)C(C)(C)C)C1=CC=CC=C1